FC1=C(C=C(C=N1)NC(=O)C1=C(N(C(=C1C)C(C(=O)N[C@H]1[C@@H](CCC1)O)=O)C)C)C N-(6-fluoro-5-methylpyridin-3-yl)-5-(2-(((1R,2R)-2-hydroxycyclopentyl)amino)-2-oxoacetyl)-1,2,4-trimethyl-1H-pyrrole-3-carboxamide